3-(4-(1H-pyrazol-4-yl)phenyl)-8-acetyl-1-(2,3-difluorobenzyl)-1,3,8-triazaspiro[4.5]decan-2-one N1N=CC(=C1)C1=CC=C(C=C1)N1C(N(C2(C1)CCN(CC2)C(C)=O)CC2=C(C(=CC=C2)F)F)=O